methyl 3-[[5-[2-[2-(tert-butoxycarbonylamino)ethoxy]phenyl]-2,4-difluoro-phenyl]methylsulfonyl]-5-chloro-4-methoxy-benzoate C(C)(C)(C)OC(=O)NCCOC1=C(C=CC=C1)C=1C(=CC(=C(C1)CS(=O)(=O)C=1C=C(C(=O)OC)C=C(C1OC)Cl)F)F